tert-butyl (2-(5-formyl-2-hydroxybenzamido)ethyl)carbamate C(=O)C=1C=CC(=C(C(=O)NCCNC(OC(C)(C)C)=O)C1)O